3-[4-(2-hydroxy-ethyl)piperazin-1-yl]propane-1-sulfonic acid OCCN1CCN(CC1)CCCS(=O)(=O)O